BrC1=C(C=C(C=C1)C(N1C[C@@H](N(C[C@H]1C)C=1C=2N=C(N(C2N2C(N1)=NN=C2)C[C@H]2OCCC2)C)C)C2CC(C2)(F)F)F 4-((2S,5R)-4-((4-bromo-3-fluorophenyl)(3,3-difluorocyclobutyl)methyl)-2,5-dimethylpiperazin-1-yl)-2-methyl-1-(((S)-tetrahydrofuran-2-yl)methyl)-1H-[1,2,4]triazolo[3,4-b]purine